C(ON[C@@H]1[C@H](CN(CC1)C1=NC=C(C=C1)C=1C=2N(C=C(C1)OCCF)N=C1C2C=NN1)O)(OC(C)(C)C)=O ((3S,4S)-1-(5-(6-(2-fluoroethoxy)-1H-pyrazolo[3',4':3,4]pyrazolo[1,5-a]pyridin-4-yl)pyridin-2-yl)-3-hydroxypiperidin-4-yl)amino tert-butyl carbonate